CC1(NC(=NC(=C1)C)NC1=CC2=C(OCO2)C(=C1)C=1CCCN(CC1)C)N 4,6-dimethyl-N2-[7-(1-methyl-2,3,4,7-tetrahydroazepin-5-yl)-1,3-benzodioxol-5-yl]pyrimidine-2,4-diamine